N1(CCNCC1)C(=O)C=1NC2=CC=CC=C2C1 2-(piperazin-1-ylcarbonyl)-1H-indole